C[C@H]1CN(C[C@@H](N1)C)C=1C=2N(C(=CC1)C(=O)NC1=CC3=CN(N=C3C(=C1)F)C)N=C(C2)OC 4-[(3S,5S)-3,5-dimethylpiperazin-1-yl]-N-(7-fluoro-2-methyl-indazol-5-yl)-2-methoxy-pyrazolo[1,5-a]pyridine-7-carboxamide